6-fluoro-1-(2-fluoroethyl)-N-(1-methylcyclopropyl)-3-(5-methyl-1,3,4-oxadiazol-2-yl)-2-oxo-benzimidazole-5-sulfonamide FC=1C(=CC2=C(N(C(N2C=2OC(=NN2)C)=O)CCF)C1)S(=O)(=O)NC1(CC1)C